(S)-4-(5-bromopyrimidin-2-yl)-3-methylmorpholine BrC=1C=NC(=NC1)N1[C@H](COCC1)C